β-hydroxychlorotyrosine OC([C@H](NCl)C(=O)O)C1=CC=C(C=C1)O